methyl 4-(4-fluoro-5-(3-((4-fluoro-6-methoxy-2-(2-(2-methoxy-2-oxoethyl)cyclopropyl)benzo[b]thiophen-5-yl)oxy)propoxy)-6-methoxybenzo[b]thiophen-2-yl)-2,2-dimethyl-4-oxobutanoate FC1=C(C(=CC=2SC(=CC21)C(CC(C(=O)OC)(C)C)=O)OC)OCCCOC2=C(C1=C(SC(=C1)C1C(C1)CC(=O)OC)C=C2OC)F